1-methyl-1H-imidazol-2-carboxamid CN1C(=NC=C1)C(=O)N